2-methoxyethyl ((2-(3,7-dimethylocta-2,6-dien-1-yl)-3-hydroxy-5-pentylphenoxy)methyl)(methyl)carbamate CC(=CCC1=C(OCN(C(OCCOC)=O)C)C=C(C=C1O)CCCCC)CCC=C(C)C